ortho-carbamoylbenzoic acid C(N)(=O)C1=C(C(=O)O)C=CC=C1